C1(=CC=CC=C1)N(C(OCC(COC(N(C1=CC=CC=C1)C1=CC=CC=C1)=O)(C)C)=O)C1=CC=CC=C1 2,2-dimethylpropane-1,3-diyl bis(diphenylcarbamate)